4-Amino-5-(3-methoxyphenyl)-5-methyl-2-(8-(methylthio)imidazo[1,2-a]pyrazin-6-yl)-5,7-dihydro-6H-pyrrolo[2,3-d]pyrimidin-6-one NC=1C2=C(N=C(N1)C=1N=C(C=3N(C1)C=CN3)SC)NC(C2(C)C2=CC(=CC=C2)OC)=O